2-hydrazineylidenedihydropyrimidine-4(1H)-one N(N)=C1NCCC(N1)=O